FC(OC1=CC=C(CN2C=C(C3=CC=CC=C23)C(=O)NS(=O)(=O)C2=C(C=CC=C2)C)C=C1)F 1-(4-(difluoromethoxy)benzyl)-N-(o-tolylsulfonyl)-1H-indole-3-carboxamide